N-(4-(N-(4-methoxybenzyl)sulfamoyl)phenyl)-2-(pyridin-4-yl)cyclopropane-1-carboxamide COC1=CC=C(CNS(=O)(=O)C2=CC=C(C=C2)NC(=O)C2C(C2)C2=CC=NC=C2)C=C1